5-chloro-N-methyl-6-(4-(4-(trifluoromethyl)benzo[d]isoxazol-3-yl)piperazin-1-yl)nicotinamide ClC=1C(=NC=C(C(=O)NC)C1)N1CCN(CC1)C1=NOC2=C1C(=CC=C2)C(F)(F)F